ClC=1C=C(C=CC1F)NC(N(C1C=2C3=C(C(NC2CCC1)=O)COCC3)C)=O 3-(3-Chloro-4-fluorophenyl)-1-methyl-1-(5-oxo-1,4,5,6,7,8,9,10-octahydro-2H-pyrano[3,4-c]quinolin-10-yl)urea